C[Si](C)(CCCS(=O)(=O)[O-])C.[Na+].[Na+].C[Si](C)(CCCS(=O)(=O)[O-])C disodium 2,2-dimethyl-2-silapentane-5-sulfonate